15-chloro-21-(difluoromethoxy)-16-hydroxy-18,18-dioxo-8,11-dioxa-18λ6-thia-19-azatetracyclo[18.3.1.113,17.02,7]pentacosa-1(23),2(7),3,5,13(25),14,16,20(24),21-nonaen-12-one ClC1=CC=2C(OCCOC=3C=CC=CC3C3=CC=C(C(NS(C(=C1O)C2)(=O)=O)=C3)OC(F)F)=O